C(#N)C1=C(C=CC(=C1)F)SC=1C=2N(C=C(C1)C=1C=NN(C1C)C1CCC(CC1)(NC)C)N=CC2C#N 4-((2-cyano-4-fluorophenyl)thio)-6-(5-methyl-1-((1r,4r)-4-methyl-4-(methylamino)cyclohexyl)-1H-pyrazol-4-yl)pyrazolo[1,5-a]pyridine-3-carbonitrile